C(C)SC=1C(C(C1)=O)=O (ethylthio)cyclobut-3-ene-1,2-dione